trans-3-(3-cyclopropyl-4-(5-fluoro-1,7-naphthyridin-8-yl)-1H-pyrazol-1-yl)cyclobutane-1-carbaldehyde C1(CC1)C1=NN(C=C1C=1N=CC(=C2C=CC=NC12)F)[C@@H]1C[C@H](C1)C=O